N-iso-Butyl-2-methoxy-5-(1-methylpiperidin-4-yl)-1H-benzo[d]imidazole-1-carboxamide C(C(C)C)NC(=O)N1C(=NC2=C1C=CC(=C2)C2CCN(CC2)C)OC